methyl (2S)-2-[[(2S)-2-[(4-methoxy-1H-indole-2-carbonyl)amino]-4-methyl-pentanoyl]amino]3-[(3S)-2-oxopyrrolidin-3-yl]propanoate COC1=C2C=C(NC2=CC=C1)C(=O)N[C@H](C(=O)N[C@H](C(=O)OC)C[C@H]1C(NCC1)=O)CC(C)C